C(CCCCCCCCCCCCCCC)(=O)[O-] r-Hexadecanoate